(S)-2-chloro-N-(4-(8-ethyl-2-(piperidin-3-yl-amino)quinazolin-6-yl)-2-fluoro-phenyl)benzene-sulfonamide ClC1=C(C=CC=C1)S(=O)(=O)NC1=C(C=C(C=C1)C=1C=C2C=NC(=NC2=C(C1)CC)N[C@@H]1CNCCC1)F